2-[(5-methoxy-1-benzofuran-2-carbonyl)amino]-3-pyridin-3-ylpropanoic acid COC=1C=CC2=C(C=C(O2)C(=O)NC(C(=O)O)CC=2C=NC=CC2)C1